vinyl acetate crotonate vinyl-neodecanoate C(=C)OC(CCCCCC(C)(C)C)=O.C(\C=C\C)(=O)O.C(C)(=O)OC=C